4-acetoxy-6-fluoro-7-methyl-3-(N-methylaminoethyl)indole C(C)(=O)OC1=C2C(=CNC2=C(C(=C1)F)C)CCNC